8-bromo-2,3,5-triphenyl-5H-pyrazino[2,3-b]indole BrC1=CC=2C3=C(N(C2C=C1)C1=CC=CC=C1)N=C(C(=N3)C3=CC=CC=C3)C3=CC=CC=C3